BrC1=NC(=CC(=C1)C)[C@@]1(COCC1)OC (S)-2-bromO-6-(3-methoxytetrahydrofuran-3-yl)-4-methylpyridine